C(C)(C)(C)OC(NCCN1C(C(=CC=C1)CCN)=O)=O (2-(3-(2-aminoethyl)-2-oxopyridin-1(2H)-yl)ethyl)carbamic acid tert-butyl ester